CN1C2=C(NC[C@@H](C1=O)NC(=O)N1N=CC(=C1)CC1=CC(=CC=C1)C)C=CC=C2 (S)-N-(5-methyl-4-oxo-2,3,4,5-tetrahydrobenzo[b][1,4]azazepin-3-yl)-4-(3-methylbenzyl)-1H-pyrazole-1-carboxamide